Cl.C1(=CC=CC2=C(C=CC=C12)CN1CCOCC1)C1=CC2=CC=CC=C2C=C1 4-[1,2'-binaphthyl]-5-ylmethyl-morpholine hydrochloride